5-(6-fluoro-4-methoxyquinazolin-2-yl)tetrahydrofuran-3-ol FC=1C=C2C(=NC(=NC2=CC1)C1CC(CO1)O)OC